2,5-di-tert-butyl-4-methoxyphenol C(C)(C)(C)C1=C(C=C(C(=C1)OC)C(C)(C)C)O